[Pt+2].C(C)C1=C2NC(=C1CC)C=C1C(=C(C(=N1)C=C1C(=C(C(N1)=CC=1C(=C(C(N1)=C2)CC)CC)CC)CC)CC)CC 2,3,7,8,12,13,17,18-octaethyl-21H,23H-porphyrin platinum(II)